BrC1=NC=2N(C=C1)N=C(N2)C(F)(F)F bromo-2-(trifluoromethyl)-[1,2,4]triazolo[1,5-a]pyrimidine